dihydro-3H-pyrazolo[3,4-d]pyrimidin-3-one N1NC(C=2C1=NC=NC2)=O